ClC1=CC2=C(C3=CC=CC=C3C(=C2C=C1)OC(C1=CC=C(C=C1)C)=O)OC(C1=CC=C(C=C1)C)=O 2-chloro-9,10-bis(4-methylbenzoyloxy)anthracene